C1(NC(C=2C=NC=3C=CC=CC3C21)=O)=O Pyrrolo[3,4-c]quinoline-1,3-dione